C(=O)(O)CCCCN(CCC1=C(C=CC(=C1)F)OCC1=CC=C(C=C1)C1=CC=C(C=C1)C(F)(F)F)CC1=CC=C(C(=O)O)C=C1 4-[[(4-carboxybutyl)[2-[5-fluoro-2-[[4'-(trifluoromethyl)[1,1'-biphenyl]-4-yl]methoxy]phenyl]ethyl]amino]methyl]benzoic acid